6-[3-[[4-(4-cyclohexyl-1-oxobutyl)-1H-imidazol-1-yl]methyl]-7-oxabicyclo[2.2.1]hept-2-yl]-4-hexenoic acid C1(CCCCC1)CCCC(=O)C=1N=CN(C1)CC1C(C2CCC1O2)CC=CCCC(=O)O